3-[(5-chloro-1H-indol-2-yl)methyl]-1-methyl-1-[1-(4-methyl-1,3-oxazole-5-carbonyl)piperidin-3-yl]urea ClC=1C=C2C=C(NC2=CC1)CNC(N(C1CN(CCC1)C(=O)C1=C(N=CO1)C)C)=O